5-((4'-(methylsulfinyl)-[1,1'-biphenyl]-4-yl)thio)-1H-1,2,3-triazole-4-carboxylic acid CS(=O)C1=CC=C(C=C1)C1=CC=C(C=C1)SC1=C(N=NN1)C(=O)O